1-methyl-3-(2-oxo-2-phenylethyl)-1H-imidazole CN1CN(C=C1)CC(C1=CC=CC=C1)=O